N-(1-(3-((2-(5-Fluoro-1,3-dimethyl-1H-pyrazol-4-yl)pyrimidin-4-yl)amino)-5-isopropylisoquinolin-8-yl)azetidin-3-yl)-N-methyl-methanesulfonamide FC1=C(C(=NN1C)C)C1=NC=CC(=N1)NC=1N=CC2=C(C=CC(=C2C1)C(C)C)N1CC(C1)N(S(=O)(=O)C)C